BrC=1C=NC=CC1CN1C(CC(C1)C1=CC(=CC(=C1)F)F)=O 1-((3-bromopyridin-4-yl)methyl)-4-(3,5-difluorophenyl)pyrrolidin-2-one